8-(8-chloronaphthalen-1-yl)-2-(methylsulfanyl)-5,6,8,9-tetrahydro-3H-pyrimido[4,5-c]azepine-4,7-dione ClC=1C=CC=C2C=CC=C(C12)N1CC2=C(CCC1=O)C(NC(=N2)SC)=O